CC=1C=C(C=CC1C)C1=NC(=NN1C)CN1CCCC1 5-(3,4-dimethylphenyl)-1-methyl-3-(pyrrolidin-1-ylmethyl)-1H-1,2,4-triazole